2-((1R,2S,3S,6R,8R)-2-(aminomethyl)tricyclo[4.2.1.03,8]Non-2-yl)acetic acid NC[C@@]1([C@H]2[C@@H]3C[C@@H](CC[C@H]13)C2)CC(=O)O